(S)-methyl 3-aminobutanoate hydrochloride Cl.N[C@H](CC(=O)OC)C